methyl-1-(methylsulfonyl)piperazin CC1N(CCNC1)S(=O)(=O)C